N[C@@H]1[C@H](CC=C(C1)C(=O)OCC)C1=C(C2=NC(=CC(=C2S1)NCC=1SC=CC1)Cl)C ethyl (4S,5S)-5-amino-4-(5-chloro-3-methyl-7-((thiophen-2-ylmethyl)amino)thieno[3,2-b]pyridin-2-yl)cyclohex-1-ene-1-carboxylate